6-cyano-N-((1s,3s)-3-(6-((4-(4-((1-(2-(2,6-dioxopiperidin-3-yl)-1-oxoisoindolin-5-yl)piperidin-4-yl)methyl)piperazin-1-yl)phenyl)amino)-9H-purin-9-yl)cyclobutyl)picolinamide C(#N)C1=CC=CC(=N1)C(=O)NC1CC(C1)N1C2=NC=NC(=C2N=C1)NC1=CC=C(C=C1)N1CCN(CC1)CC1CCN(CC1)C=1C=C2CN(C(C2=CC1)=O)[C@@H]1C(NC(CC1)=O)=O